ClC1=CC(=NC(=C1)NCC(C)(C)C)C#N 4-chloro-6-(neopentylamino)picolinonitrile